CC1=C(C(=C(C1([Hf]C=1CC=2C=CC3=C(C2C1CCC1=CC=CC=C1)C=CC=C3)C)C)C)C pentamethylcyclopentadienyl(1-phenethyl-benz[e]indenyl)hafnium